(R)-(3-(6-Chlorobenzo[d]thiazol-2-yl)-8-methyl-5,6-dihydro-[1,2,4]triazolo[4,3-a]Pyrazin-7(8H)-yl)(4-chlorophenyl)methanone ClC1=CC2=C(N=C(S2)C2=NN=C3N2CCN([C@@H]3C)C(=O)C3=CC=C(C=C3)Cl)C=C1